1-succinyl-lysergic acid diethylamide C(C)N(C(=O)[C@H]1CN(C)[C@@H]2CC3=CN(C4=CC=CC(C2=C1)=C34)C(CCC(=O)O)=O)CC